BrCCCC(=O)OCC(COCCCCCCC)(COCCCCCCC)COCCCCCCC 3-(Heptyloxy)-2,2-bis((heptyloxy)methyl)propyl 4-bromobutanoate